ClC=1C(=C(C=CC1)S(=O)(=O)NC1=C(C=C(C=C1F)C#CC1=CC=CC=C1)F)C 3-chloro-N-[2,6-difluoro-4-(2-phenylethynyl)phenyl]-2-methyl-benzenesulfonamide